C(=O)O.NCC(CC(=O)NCCNC(C1=C(C=C(C=C1)NC=1C=2N(C=CN1)C(=CN2)C2=C(C(=C(C=C2)OCC#N)F)F)CC)=O)O N-[2-[(4-amino-3-hydroxy-butanoyl)amino]ethyl]-4-[[3-[4-(cyanomethoxy)-2,3-difluorophenyl]imidazo[1,2-a]pyrazin-8-yl]amino]-2-ethylbenzamide formate